C(#N)C=1C=C(C=NC1N1N=CC=N1)NC(=O)C=1C=NN(C1C(F)(F)F)C1=C2C=CNC(C2=CC=C1)=O N-(5-Cyano-6-(2H-1,2,3-triazol-2-yl)pyridin-3-yl)-1-(1-oxo-1,2-dihydroisochinolin-5-yl)-5-(trifluoromethyl)-1H-pyrazol-4-carboxamid